4-(3-hydroxypyrrolidin-3-yl)pyridin-2(1H)-one OC1(CNCC1)C1=CC(NC=C1)=O